8,8-bis((benzyloxy)methyl)-1,4-dioxaspiro[4.5]decane C(C1=CC=CC=C1)OCC1(CCC2(OCCO2)CC1)COCC1=CC=CC=C1